hydroquinone bissalicylate C(C=1C(O)=CC=CC1)(=O)O.C(C=1C(O)=CC=CC1)(=O)O.C1(O)=CC=C(O)C=C1